3-carbonylvinyl-7-(diethylamino)coumarin tert-butyl-(R)-(2-(4-(2-(1-(4-bromophenyl)pyrrolidin-2-yl)phenyl)piperidin-1-yl)-2-oxoethyl)(methyl)carbamate C(C)(C)(C)OC(N(C)CC(=O)N1CCC(CC1)C1=C(C=CC=C1)[C@@H]1N(CCC1)C1=CC=C(C=C1)Br)=O.C(=O)=C=CC=1C(OC2=CC(=CC=C2C1)N(CC)CC)=O